tert-butyl 3-(5-amino-2-chloro-4-cyano-3-thienyl)-3-methyl-azetidine-1-carboxylate NC1=C(C(=C(S1)Cl)C1(CN(C1)C(=O)OC(C)(C)C)C)C#N